3-benzoyl-1,1-difluoro-1,9a-dihydropyrido[2,1-c][1,4]thiazine-4-carboxylic acid methyl ester COC(=O)C=1N2C(C(SC1C(C1=CC=CC=C1)=O)(F)F)C=CC=C2